(S)-N-(4-Amino-4-oxo-1-phenylbutyl)-1-methyl-3-(4-(trifluoromethyl)phenyl)-1,4,5,7-tetrahydro-6H-pyrazolo[3,4-c]pyridine-6-carboxamide NC(CC[C@@H](C1=CC=CC=C1)NC(=O)N1CC2=C(CC1)C(=NN2C)C2=CC=C(C=C2)C(F)(F)F)=O